C1(=CC(=CC=C1)N1C2=CC=CC=C2C2=CC=C3C(=C12)NC=1C=CC=CC13)C1=CC=CC=C1 11,12-dihydro-11-(biphenyl-3-yl)-indolo[2,3-a]carbazole